FC=1C(=NC=CC1)C(C(=O)O)C 2-(3-fluoropyridin-2-yl)propanoic acid